NC=1C=C(CS(=O)(=O)N2C(C[C@@H](CC2)NC=2C=C(C=CC2)C2=C(C(=C(S2)C(=O)O)OCC(=O)O)Cl)(C)C)C=CC1 (R)-5-(3-((1-((3-aminobenzyl)sulfonyl)-2,2-dimethylpiperidin-4-yl)amino)phenyl)-3-(carboxymethoxy)-4-chlorothiophene-2-carboxylic acid